C1(=CC=C(C=C1)NC(CC=1N=C(SC1)NS(=O)(=O)C1CC1)=O)C1=CC=CC=C1 N-([1,1'-biphenyl]-4-yl)-2-(2-(cyclopropanesulfonylamino)thiazol-4-yl)acetamide